2-(2,6-Dioxopiperidin-3-yl)-4-hydroxyisoindolin-1,3-dione O=C1NC(CCC1N1C(C2=CC=CC(=C2C1=O)O)=O)=O